CC([C@@H](CCC(C)C)NC(=O)OC(C)(C)C)S(=O)(=O)O (2R,5S)-1,5-dimethyl-sulfo-2-(N-Boc-amino)hexane